pyrrolidinedicarbamic acid ammonium salt [NH4+].N1(C(CCC1)NC(=O)[O-])NC(=O)[O-].[NH4+]